C(C1=CC=CC=C1)OC1=NC(=CC=C1NC1=CC(=C(C=C1)[C@H]1[C@@H](CN(CC1)C(=O)OC(C)(C)C)OC)F)OCC1=CC=CC=C1 tert-butyl (3S,4S)-4-[4-[(2,6-dibenzyloxy-3-pyridyl)amino]-2-fluoro-phenyl]-3-methoxy-piperidine-1-carboxylate